3-(trans-4-(2-(9-ethoxy-3,4-dihydropyrazino[1,2-a]indol-2(1H)-yl)ethyl)cyclohexyl)-1,1-dimethylurea C(C)OC=1C=2C=C3N(C2C=CC1)CCN(C3)CC[C@@H]3CC[C@H](CC3)NC(N(C)C)=O